3-(4-methoxybenzyl)-6-methylbenzo[d]oxazol-2(3H)-one COC1=CC=C(CN2C(OC3=C2C=CC(=C3)C)=O)C=C1